manganese oxide-lithium salt [Li+].[O-2].[Mn+2]